Cl.CC=1C(=NC=C(C1)C(F)(F)F)N1C(C2(CC1)CCNCC2)=O 2-[3-methyl-5-(trifluoromethyl)pyridin-2-yl]-2,8-diazaspiro[4.5]decan-1-one hydrochloride